N1CCC(CC1)C1=CC=CC=N1 6-(piperidin-4-yl)pyridine